CC1=C(C=C(C=C1)F)C(=O)NC2=CC(=C(C=C2)C(=O)N3CC4=CC=CN4CC5=CC=CC=C53)Cl N-[3-chloro-4-(6,11-dihydropyrrolo[2,1-c][1,4]benzodiazepine-5-carbonyl)phenyl]-5-fluoro-2-methylbenzamide